(methylcarbamoyl)-6-oxo-1-((1,2,3,4-tetrahydroquinolin-8-yl)methyl)-1,6-dihydropyridine-3-carboxylic acid CNC(=O)C=1N(C(C=CC1C(=O)O)=O)CC=1C=CC=C2CCCNC12